BrC1=NC=CC2=C1C[C@@H]1CC[C@H]2N1C(=O)NC1=CC(=C(C=C1)Cl)Cl (5R,8S)-1-bromo-N-(3,4-dichlorophenyl)-6,7,8,9-tetrahydro-5H-5,8-epiminocyclohepta[c]-pyridine-10-carboxamide